OC1=CC=C(C=C1)N1C2(CCC2)CCCC1=O 5-(4-hydroxyphenyl)-5-azaspiro[3.5]nonan-6-one